(R)-N-(1-(4-Chlorophenyl)ethyl)-6-((1-((1,3-dihydroxy-2-methylpropan-2-yl)sulfonyl)cyclopropyl)methyl)-1-methyl-7-oxo-4,5,6,7-tetrahydro-1H-pyrazolo[3,4-c]pyridine-3-carboxamide ClC1=CC=C(C=C1)[C@@H](C)NC(=O)C1=NN(C=2C(N(CCC21)CC2(CC2)S(=O)(=O)C(CO)(CO)C)=O)C